(2S,3S,5R)-5-(5-chloro-2,4-dioxo-3,4-dihydropyrimidin-1(2H)-yl)-3-hydroxytetrahydrofuran-2-carboxylic acid ClC=1C(NC(N(C1)[C@H]1C[C@@H]([C@H](O1)C(=O)O)O)=O)=O